(±)-cis-N-[8-chloro-6-(7-methyl-3-tetrahydropyran-2-yl-imidazo[4,5-b]pyridin-6-yl)-3-isoquinolyl]-2-fluoro-cyclopropanecarboxamide ClC=1C=C(C=C2C=C(N=CC12)NC(=O)[C@H]1[C@H](C1)F)C=1C(=C2C(=NC1)N(C=N2)[C@@H]2OCCCC2)C |&1:27|